5-(3-chloro-1-(1-methylpiperidin-4-yl)-1H-pyrazol-4-yl)-3-(6-methoxypyridin-3-yl)-1-tosyl-1H-pyrrolo[2,3-b]pyridine ClC1=NN(C=C1C=1C=C2C(=NC1)N(C=C2C=2C=NC(=CC2)OC)S(=O)(=O)C2=CC=C(C)C=C2)C2CCN(CC2)C